O=C(CCCCOC)NCCCNC(CCOCCNC(CCCCCCCCCCC(=O)O)=O)=O 7,13,20-trioxo-2,16-dioxa-8,12,19-triazahentriacontan-31-oic acid